methyl 1'-acetyl-2-oxospiro[indoline-3,4'-piperidine]-5-carboxylate C(C)(=O)N1CCC2(CC1)C(NC1=CC=C(C=C12)C(=O)OC)=O